Methyl 6-bromo-1-methyl-1,2-dihydro-3H-benzo[e]indole-3-carbimidothioate hydrogen iodide salt I.BrC1=CC=CC=2C=3C(CN(C3C=CC21)C(=N)SC)C